C(CCCCCCCC(=O)OCCCCCCCCCCC)(=O)OCC(OC(CCC(OC(NCCN(CC)C)=O)CCCCCCCC)=O)COC(CCCCCCC\C=C/C\C=C/CCCCC)=O 1-(3-methyl-14-((((9Z,12Z)-octadeca-9,12-dienoyl)oxy)methyl)-9-octyl-7,12-dioxo-8,13-dioxa-3,6-diazapentadecan-15-yl) 9-undecyl nonanedioate